COC(C1=C(C(=C(C(=C1)Cl)C1=NC(=CC(=C1C(F)(F)F)C)N(CC1=CC=C(C=C1)OC)CC1=CC=C(C=C1)OC)F)C(CC#N)=O)=O 4-(6-(bis(4-methoxybenzyl)amino)-4-methyl-3-(trifluoromethyl)pyridin-2-yl)-5-chloro-2-(2-cyanoacetyl)-3-fluorobenzoic acid methyl ester